[Si](C1=CC=CC=C1)(C1=CC=CC=C1)(C(C)(C)C)OCCN(CCCCCCCCCCO)CCCCCCCCCCCC 10-((2-((Tert-butyldiphenylsilyl)oxy)ethyl)(dodecyl)amino)decan-1-ol